[P].C(=O)(O)C=1N=C(SC1C)SCC(=O)NC[C@H]1CN(CCO1)CC1=CC(=C(C=C1)Cl)Cl (2S)-(4-carboxy-5-methylthiazol-2-ylthio)-N-{[4-(3,4-dichlorobenzyl)morpholin-2-yl]methyl}acetamide phosphorus